CC1(C(N(C2=CC=CC(=C12)C=1C=NC(=C(C(=O)NC2=CC=C(C=C2)F)C1)C(F)(F)F)C1=NC=CC=N1)=O)C 5-(3,3-dimethyl-2-oxo-1-(pyrimidin-2-yl)indolin-4-yl)-N-(4-fluorophenyl)-2-(trifluoromethyl)nicotinamide